FC1(CCN(CC1)C1=NC(=CC=C1C(=O)OC)Cl)F methyl 2-(4,4-difluoropiperidinyl)-6-chloropyridine-3-carboxylate